C(=O)[C@H]1[C@H](CN(CC1)C(=O)OC(C)(C)C)C tert-butyl (3R,4R)-4-formyl-3-methylpiperidine-1-carboxylate